1-heptyl-2-butylpyrrolium chloride [Cl-].C(CCCCCC)[NH+]1C(=CC=C1)CCCC